2-Methyl-1-(4-(2-((1-((3-(piperidin-1-yl)propyl)sulfonyl)piperidin-4-yl)amino)-5-(trifluoromethyl)pyrimidin-4-yl)-1H-pyrazol-1-yl)propan-2-ol CC(CN1N=CC(=C1)C1=NC(=NC=C1C(F)(F)F)NC1CCN(CC1)S(=O)(=O)CCCN1CCCCC1)(C)O